O-iodobenzenesulfonic acid IOS(=O)(=O)C1=CC=CC=C1